tert-butyl (2-{(2S,3R)-3-[(tert-butoxycarbonyl)amino]-2-[(1,3-dioxo-1,3-dihydro-2H-isoindol-2-yl)methyl]butyl}benzyl)carbamate C(C)(C)(C)OC(=O)N[C@@H]([C@@H](CC1=C(CNC(OC(C)(C)C)=O)C=CC=C1)CN1C(C2=CC=CC=C2C1=O)=O)C